5-chloro-3-((1-((2,4-dimethyl-6-oxo-1,6-dihydropyrimidin-5-yl)methyl)-6-oxo-4-(trifluoromethyl)-1,6-dihydropyrimidin-5-yl)oxy)-2-fluorobenzonitrile ClC=1C=C(C(=C(C#N)C1)F)OC1=C(N=CN(C1=O)CC1=C(N=C(NC1=O)C)C)C(F)(F)F